IC=1SC2=C(N(C=3C(N(N=CC32)CC3=C2C=NN(C2=CC=C3)COCC[Si](C)(C)C)=O)C)N1 2-iodo-4-methyl-6-((1-((2-(trimethylsilyl)ethoxy)methyl)-1H-indazol-4-yl)methyl)-4H-thiazolo[5',4':4,5]Pyrrolo[2,3-d]Pyridazin-5(6H)-one